(5R)-5-(aminomethyl)-N-[4-(cyclopropylmethoxy)phenyl]-N-methyl-5,6,7,8-tetrahydronaphthalen-2-amine NC[C@H]1C=2C=CC(=CC2CCC1)N(C)C1=CC=C(C=C1)OCC1CC1